ClC1=CC=C(C(=N1)OC)CCl D-6-chloro-3-(chloromethyl)-2-methoxypyridine